N1=CN=CC(=C1)C1=CNC2=NC=CC(=C21)N2C[C@H](CCC2)O (3S)-1-(3-pyrimidin-5-yl-1H-pyrrolo[2,3-b]pyridin-4-yl)piperidin-3-ol